CCCCCCCCC(CCCCCCCCCCC)(O)O eicosane-9,9-diol